Dicyclopropyl-4-formylphenyl-2-(4-(5,11-bis(3,5-bis(trifluoromethyl)phenyl)-1,3-dioxo-1H-xantheno[2,1,9-def]isoquinolin-2(3H)-yl)phenyl)acetate C1(CC1)C=1C(=C(C=CC1C=O)C(C(=O)[O-])C1=CC=C(C=C1)N1C(C2=CC(=C3C=4C2=C(C1=O)C=C(C4OC4=CC=CC=C43)C4=CC(=CC(=C4)C(F)(F)F)C(F)(F)F)C4=CC(=CC(=C4)C(F)(F)F)C(F)(F)F)=O)C4CC4